6-Chloro-2-methoxy-4-methyl-3-pyridine-carboxaldehyde ClC1=CC(=C(C(=N1)OC)C=O)C